tert-butyl 7-[2-(3-hydroxycyclobutyl)ethyl]-2,7-diazaspiro[4.4]nonane-2-carboxylate OC1CC(C1)CCN1CC2(CCN(C2)C(=O)OC(C)(C)C)CC1